((N-(4-methoxybenzyl)-4-methylphenylsulfonamido)ethynyl)-2-(1H-pyrrol-1-yl)benzoate COC1=CC=C(CN(S(=O)(=O)C2=CC=C(C=C2)C)C#COC(C2=C(C=CC=C2)N2C=CC=C2)=O)C=C1